3-(2-(((4-methoxyphenyl)thio)methyl)imidazo[1,2-a]pyridin-6-yl)-5-(trifluoromethyl)-1,2,4-oxadiazole COC1=CC=C(C=C1)SCC=1N=C2N(C=C(C=C2)C2=NOC(=N2)C(F)(F)F)C1